N1=C(C=C2CSCCN21)CO (6,7-dihydro-4H-pyrazolo[5,1-c][1,4]thiazin-2-yl)methanol